nickel-cobalt-manganese-aluminium oxide [O-2].[Al+3].[Mn+2].[Co+2].[Ni+2]